2-ethyl-6-methyl-N-(3-(4-(pyrimidin-2-yl)phenyl)propyl)thieno[2,3-d]pyrimidin-4-amine C(C)C=1N=C(C2=C(N1)SC(=C2)C)NCCCC2=CC=C(C=C2)C2=NC=CC=N2